(S)-3-(2',5'-difluorobiphenyl-3-yl)-3-(3-(4-hydroxy-1,5-dimethyl-2-oxo-1,2-dihydropyridin-3-yl)ureido)propanoic acid ethyl ester C(C)OC(C[C@H](NC(=O)NC=1C(N(C=C(C1O)C)C)=O)C=1C=C(C=CC1)C1=C(C=CC(=C1)F)F)=O